3-(benzo[d]oxazol-2-yl)-2-chlorothiophenol O1C(=NC2=C1C=CC=C2)C=2C(=C(C=CC2)S)Cl